FC1=C(C=CC=C1F)CN1C(CCC1=O)CC(=O)OCCSC1=CC=C(C=C1)C 2-[(4-methylphenyl)thio]ethyl 2-[1-[(2,3-difluorophenyl)methyl]-5-oxopyrrolidin-2-yl]acetate